C1(=CC(=CC=C1)CC1N(CC2(CC2)C1NS(=O)(=O)C)C(C(C)(C)C#N)=O)C1=CC=CC=C1 N-(6-([1,1'-biphenyl]-3-ylmethyl)-5-(2-cyano-2-methylpropanoyl)-5-azaspiro[2.4]heptan-7-yl)methanesulfonamide